6-(methoxymethyl)-5-[4-(5-methyl-1,2,4-oxadiazol-3-yl)piperidine-1-carbonyl]Pyridine-3-carbonitrile COCC1=C(C=C(C=N1)C#N)C(=O)N1CCC(CC1)C1=NOC(=N1)C